C(CCCCCC)OC(CC\C=C/CCO)OCCCCCCC (3Z)-7,7-diheptoxy-3-hepten-1-ol